OC=1C=C2C=CC(=NC2=CC1)C=1C(N(C(=NC1)NC)C)=O (6-hydroxyquinolin-2-yl)-3-methyl-2-(methylamino)pyrimidin-4(3H)-one